NCC1=CC(=NC=C1)S(=O)(=O)N1CC(CC(C1)C1=CC=CC=C1)C(=O)N1CCS(CC1)(=O)=O (1-((4-(aminomethyl)pyridin-2-yl)sulfonyl)-5-phenylpiperidin-3-yl)(1,1-dioxidothiomorpholino)methanone